F[P-](F)(F)(F)(F)F.F[P-](F)(F)(F)(F)F.[Ru+2].N1=C(C=CC2=CC=CC=C12)C1=NC2=CC=CC=C2C=C1.N1=C(C=CC2=CC=CC=C12)C1=NC2=CC=CC=C2C=C1 bis(2,2'-biquinoline) ruthenium bis(hexafluorophosphate) salt